(S)-7-cyanochroman-4-amine C(#N)C1=CC=C2[C@H](CCOC2=C1)N